OC(=O)C(F)(F)F.C(#C)C1=CC=C(C=C1)C1=CN=C(S1)NC(=O)[C@@H]1CNCC1 (S)-N-(5-(4-ethynylphenyl)thiazol-2-yl)pyrrolidine-3-carboxamide TFA salt